N1C(CC(C1)=O)=O pyrrolidine-2,4-dione